C[Si](C)(C)N(C(C)C)C(C)C trimethylsilyl-diisopropylamine